5-Amino-3-(4-(2-((3-(1-cyclopropylethyl)isoxazol-5-yl)amino)-2-oxoethyl)phenyl)-1-isopropyl-1H-pyrazole-4-carboxamide NC1=C(C(=NN1C(C)C)C1=CC=C(C=C1)CC(=O)NC1=CC(=NO1)C(C)C1CC1)C(=O)N